C(C=C)(=O)OCCOC(=O)NCCCC 2-[[(Butylamino) carbonyl]oxy]ethyl acrylat